NC1=NC=CC(=C1Cl)SC=1C=2N(C(=NC1)N1CCC3(CCN(CC3NC(OC(C)(C)C)=O)C3=NC=CC=N3)CC1)C=CN2 tert-butyl (9-(8-((2-amino-3-chloropyridin-4-yl)thio)imidazo[1,2-c]pyrimidin-5-yl)-3-(pyrimidin-2-yl)-3,9-diazaspiro[5.5]undecane-1-yl)carbamate